methyl-(3R)-4-(2-chloro-6-cyclopropylpyrimidin-4-yl)-3-methylmorpholine CC1(N(CCOC1)C1=NC(=NC(=C1)C1CC1)Cl)C